N4-(3-bromophenyl)-1,3,5-triazaspiro[5.5]undec-1,3-dien-2,4-diamine BrC=1C=C(C=CC1)NC1=NC(=NC2(N1)CCCCC2)N